C(C=C)(=O)O.C(C=C)(=O)O.C(C=C)(=O)O.COC(CC(C)(C)C)(OC)OC trimethoxytrimethylpropane triacrylate